ClC1=C(C=2N=C(N=C(C2C(=N1)OC)N1CCCO[C@@H]2C[C@H]12)OC([2H])([2H])[C@]12CCCN2C[C@@H](C1)F)F (1R,7S)-6-(7-chloro-8-fluoro-2-(((2R,7aS)-2-fluorotetrahydro-1H-pyrrolizin-7a(5H)-yl)methoxy-d2)-5-methoxypyrido[4,3-d]pyrimidin-4-yl)-2-oxa-6-azabicyclo[5.1.0]octane